8-fluoroimidazo[1,2-a]pyridine FC=1C=2N(C=CC1)C=CN2